1-[(2-cyano-4-{6,6-difluoro-3-azabicyclo[3.1.0]hex-3-yl}phenyl)methyl]-1H-pyrazole-4-carboxylic acid ethyl ester C(C)OC(=O)C=1C=NN(C1)CC1=C(C=C(C=C1)N1CC2C(C2C1)(F)F)C#N